[3-[4-(hydroxymethyl)phenyl]-5-(3,3,3-trifluoropropoxy)phenyl]-[4-(5-methyloxazolo[4,5-b]pyridin-2-yl)piperazin-1-yl]methanone OCC1=CC=C(C=C1)C=1C=C(C=C(C1)OCCC(F)(F)F)C(=O)N1CCN(CC1)C=1OC=2C(=NC(=CC2)C)N1